N-[(3aR,5R,6aS)-octahydrocyclopenta[c]pyrrol-5-yl[4,5-dichloro-2-(prop-2-en-1-yloxy)phenyl]methyl]-2-methylpropane-2-sulfinamide C1NC[C@H]2[C@@H]1CC(C2)C(NS(=O)C(C)(C)C)C2=C(C=C(C(=C2)Cl)Cl)OCC=C